1,4-dioxa-10-azadispiro[4.2.48.25]tetradecane O1CCOC12CCC1(CNCC1)CC2